C1(=CC=CC=C1)[S+](C1=CC=C(C=C1)SC1=CC=CC=C1)C1=CC=CC=C1 Diphenyl-[4-(phenylthio)phenyl]sulfonium